6-[2-(2,3-dihydro-benzo[1,4]dioxin-6-yl)-ethylamino]-pyrimidin O1CCOC2=C1C=CC(=C2)CCNC2=CC=NC=N2